methyl-5-bromo-4-isopropyl-3-(N-methylacetamido)-1,2,3,3a,4,8b-hexahydrocyclopenta[b]indole-7-carboxylate COC(=O)C1=CC=2C3C(N(C2C(=C1)Br)C(C)C)C(CC3)N(C(C)=O)C